(S)-(1-(4-(4-cyano-2,6-dimethylphenoxy)-2-((4-cyanophenyl)amino)-7,8-dihydropyrido[4,3-d]pyrimidin-6(5H)-yl)-3-(4-hydroxyphenyl)-1-oxopropan-2-yl)carbamic acid tert-butyl ester C(C)(C)(C)OC(N[C@H](C(=O)N1CC2=C(N=C(N=C2OC2=C(C=C(C=C2C)C#N)C)NC2=CC=C(C=C2)C#N)CC1)CC1=CC=C(C=C1)O)=O